NC1=NN2C(C=CC=C2C2=CC=C(OC3CCS(CC3)(=O)=O)C=C2)=N1 4-(4-(2-amino[1,2,4]triazolo[1,5-a]pyridin-5-yl)phenoxy)tetrahydro-2H-thiopyran 1,1-dioxide